4-(2-((6,6-Dimethyl-2,4-Dioxo-3-Azabicyclo[3.1.0]Hexan-3-Yl)Methyl)Thieno[3,2-B]Pyridin-7-Yl)-6-Methylpicolinonitrile 2,2,2-Trifluoroacetate FC(C(=O)O)(F)F.CC1(C2C(N(C(C12)=O)CC1=CC2=NC=CC(=C2S1)C1=CC(=NC(=C1)C)C#N)=O)C